2-((S)-1-acryloyl-4-((R)-2-methyl-2'-(((S)-1-methylpyrrolidin-2-yl)methoxy)-5',8'-dihydro-6'H-spiro[indene-1,7'-quinazolin]-4'-yl)piperazin-2-yl)acetonitrile C(C=C)(=O)N1[C@H](CN(CC1)C1=NC(=NC=2C[C@]3(CCC12)C(=CC1=CC=CC=C13)C)OC[C@H]1N(CCC1)C)CC#N